NCCC=1C=CC(=NC1)C1=C(C=C(C#N)C=C1)CN1N=C(C=C1C)C(C)(C)C 4-[5-(2-aminoethyl)pyridin-2-yl]-3-[(3-tert-butyl-5-methylpyrazol-1-yl)methyl]benzonitrile